N[C@H]1[C@@H](C1)C1=CC=C(C=C1)NC(C1=CC=C(C=C1)C1CCCCC1)=O trans-N-(4-(2-aminocyclopropyl)phenyl)-4-cyclohexylbenzamide